C(C)(C)(C)NS(=O)(=O)C1=CC(=CC=C1)NC1=NC(=NC=C1C)NC1=CC=C(C=C1)OCCN1CCN(CC1)CC=1C(=C2CN(C(C2=CC1)=O)C1C(NC(CC1)=O)=O)F N-(tert-butyl)-3-((2-((4-(2-(4-((2-(2,6-dioxopiperidin-3-yl)-4-fluoro-1-Oxoisoindolin-5-yl)methyl)piperazin-1-yl)ethoxy)phenyl)amino)-5-methylpyrimidin-4-yl)amino)benzenesulfonamide